IC=1N(N=C2C=C(C=CC12)C1(CC1)C#N)C=1C=C2C(=CN1)N(N=C2)CC(C(F)(F)F)(F)F 1-[3-iodo-2-[1-(2,2,3,3,3-pentafluoropropyl)pyrazolo[3,4-c]pyridin-5-yl]indazol-6-yl]cyclopropanecarbonitrile